5-propyl-7-isopropyladamantane C(CC)C12CC3CC(CC(C1)(C3)C(C)C)C2